2-(7-bromo-8-chloro-2-(chloromethyl)-6-fluoro-1H-imidazo[4,5-c]quinolin-1-yl)ethane-1-amine BrC=1C(=CC=2C3=C(C=NC2C1F)N=C(N3CCN)CCl)Cl